tert-butyl N-[[(3-methoxyphenyl)carbamoyl]methyl]-N-methylcarbamate COC=1C=C(C=CC1)NC(=O)CN(C(OC(C)(C)C)=O)C